CC1(C(N(C2=CC=CC=C12)C=1C=C(C=NC1)CC1=NNC(C2=CC=CC=C12)=O)=O)C 4-((5-(3,3-Dimethyl-2-oxoindolin-1-yl)pyridin-3-yl)methyl)phthalazin-1(2H)-on